COCCOC=1C=C2C=NC(=NC2=CC1OC1CN(C1)C)C 6-(2-methoxyethoxy)-2-methyl-7-((1-methylazetidin-3-yl)oxy)quinazoline